N[C@H]1[C@H]([C@H](O[C@H]2NC(=N[C@H]21)C)CO)O (3aR,5R,6R,7R,7aS)-7-amino-5-(hydroxymethyl)-2-methyl-3,3a,5,6,7,7a-hexahydropyrano[2,3-d]imidazol-6-ol